C(C(=O)O)(=O)N Oxalic acid amide